FC1=C(C2=C(C(=C(C(=C2C(=C1F)F)F)F)F)F)[B-](C1=C(C(=C(C2=C(C(=C(C(=C12)F)F)F)F)F)F)F)(C1=C(C(=C(C2=C(C(=C(C(=C12)F)F)F)F)F)F)F)C1=C(C(=C(C2=C(C(=C(C(=C12)F)F)F)F)F)F)F.C(C)[NH+](CC)CC triethylammonium tetrakis(perfluoronaphthyl)borate